5-((1-(1-(cyclopropylmethyl)-1H-benzo[d]imidazol-2-yl)piperidin-4-yl)oxy)-1-(3-fluorophenyl)-3-methyl-1H-indazole C1(CC1)CN1C(=NC2=C1C=CC=C2)N2CCC(CC2)OC=2C=C1C(=NN(C1=CC2)C2=CC(=CC=C2)F)C